3-[3-[4-(azetidin-3-yl)phenyl]-6-bromo-imidazo[4,5-b]pyridin-2-yl]pyridin-2-amine N1CC(C1)C1=CC=C(C=C1)N1C(=NC=2C1=NC=C(C2)Br)C=2C(=NC=CC2)N